(E)-ethyl 3-(2-chloropyrimidine-5-yl)acrylate ClC1=NC=C(C=N1)/C=C/C(=O)OCC